(9H-fluoren-9-yl)methyl (R)-(2-methoxy-5,8-dihydro-6H-pyrano[3,4-b]pyridin-5-yl)(methyl)carbamate COC1=CC=C2C(=N1)COC[C@@H]2N(C(OCC2C1=CC=CC=C1C=1C=CC=CC21)=O)C